COC=1C(=CC=2N(N1)N=C(C2)C)NC(=O)N2CCC=1C2=NC=CC1N1C[C@@H](N(CC1)C(=O)OC(C)(C)C)C tert-butyl (S)-4-(1-((6-methoxy-2-methylpyrazolo[1,5-b]pyridazin-5-yl)carbamoyl)-2,3-dihydro-1H-pyrrolo[2,3-b]pyridin-4-yl)-2-methylpiperazine-1-carboxylate